(2s,4s)-N-(3-chloro-4-fluorophenyl)-4-(1H-imidazol-2-yl)-N-methyl-1-(6-methyl-4-(trifluoromethyl)pyridin-2-yl)pyrrolidine-2-carboxamide ClC=1C=C(C=CC1F)N(C(=O)[C@H]1N(C[C@H](C1)C=1NC=CN1)C1=NC(=CC(=C1)C(F)(F)F)C)C